CN1N=C(C=C1S(=O)(=O)N1CC2(C1)CC(C2)N2CC1(COC1)C2)C(F)(F)F 6-(2-((1-Methyl-3-(trifluoromethyl)-1H-pyrazol-5-yl)sulfonyl)-2-azaspiro[3.3]heptan-6-yl)-2-oxa-6-azaspiro[3.3]heptane